S-Ethyl benzothioate C(C1=CC=CC=C1)(SCC)=O